CC(=CCC/C(=C/CC/C(=C/CO)/C)/C)C all-trans-farnesol